CC=CC(=O)OCC[NH+](C)C [2-(Methylacryloyl-oxy)ethyl]dimethyl-ammonium